FC=1C=C(C=C(C1F)F)CC(=O)NC1=CN(C(C=C1)=O)C1=CC=CC=C1 2-(3,4,5-trifluorophenyl)-N-(6-oxo-1-phenyl-1,6-dihydropyridin-3-yl)acetamide